(2S,3S)-1-(4-(4-(1-(pentan-3-yl)-1H-pyrazol-4-yl)pyrazolo[1,5-a]pyrazin-6-yl)-1H-pyrazol-1-yl)butane-2,3-diol CCC(CC)N1N=CC(=C1)C=1C=2N(C=C(N1)C=1C=NN(C1)C[C@@H]([C@H](C)O)O)N=CC2